COC1=C(N[C@@H]2[C@@H](CN(CC2)C=2C3=C(N(C(C2C#N)=O)C)SC(=N3)C)C)C=CC(=C1)OC(F)(F)F 7-[(3R,4S)-4-[2-methoxy-4-(trifluoromethoxy)anilino]-3-methyl-1-piperidyl]-2,4-dimethyl-5-oxo-thiazolo[5,4-b]pyridine-6-carbonitrile